C(C)(C)(C)OC(=O)N([C@H]1CN(CCC1)C(=O)OC(C)(C)C)C=1C=CC=2N(C1)C(=CN2)C2=CC(=CC=C2)S(N)(=O)=O tert-butyl (R)-3-((tert-butoxycarbonyl)(3-(3-sulfamoylphenyl)imidazo[1,2-a]pyridin-6-yl)amino)piperidin-1-formate